1-(6-Chloro-1-cyclopropoxy-2,7-naphthyridin-4-yl)-1-cyclopropylethan-1-ol ClC=1C=C2C(=CN=C(C2=CN1)OC1CC1)C(C)(O)C1CC1